2-(5-(4-(4-(tert-butoxycarbonyl)piperazin-1-yl)phenyl)-2H-indazol-2-yl)-2-phenylacetic acid C(C)(C)(C)OC(=O)N1CCN(CC1)C1=CC=C(C=C1)C1=CC2=CN(N=C2C=C1)C(C(=O)O)C1=CC=CC=C1